FC1=C(C#N)C=CC(=C1)C1=C(C2=C(CCC1)C=C(C=C2)O)C2=CC=C(C=C2)O[C@@H]2CN(CC2)CCCF 2-fluoro-4-[5-[4-[(3S)-1-(3-fluoropropyl)pyrrolidin-3-yl]oxyphenyl]-2-hydroxy-8,9-dihydro-7H-benzo[7]annulen-6-yl]benzonitrile